N,N'-bis(2-aminoethyl) ethylenediamine tert-butyl 5-(((trifluoromethyl)sulfonyl)oxy)-2-azabicyclo[2.2.2]oct-5-ene-2-carboxylate FC(S(=O)(=O)OC=1C2CN(C(C1)CC2)C(=O)OC(C)(C)C)(F)F.NCCNCCNCCN